ClC1=NC2=CC=CC=C2C(=N1)NC1=C(C=CC=C1)F 2-chloro-N-(2-fluorophenyl)quinazolin-4-amine